BrC1=CC=2N(C(=N1)N1CCOCC1)C=C(N2)C(=O)O 7-Bromo-5-morpholinoimidazo[1,2-c]pyrimidine-2-carboxylic acid